N1(CCCCC1)C1=C2C=C(N=CC2=CC=N1)NC1CNCC1 5-(piperidin-1-yl)-N-(pyrrolidin-3-yl)-2,6-naphthyridin-3-amine